2-[4-bromo-2-(1,3-oxazol-4-yl)phenoxy]acetic acid BrC1=CC(=C(OCC(=O)O)C=C1)C=1N=COC1